2',6-bis(dimethoxymethyl)-5-fluoro-2,4'-bipyridine COC(C1=NC=CC(=C1)C1=NC(=C(C=C1)F)C(OC)OC)OC